C1(CC1)COC1=C(C=C(C=C1)[C@@H](C)N[S@@](=O)C(C)(C)C)F (S)-N-[(1R)-1-[4-(Cyclopropylmethoxy)-3-fluoro-phenyl]ethyl]-2-methyl-propane-2-sulfinamide